[Pd+2].C1(=CC=CC=C1)P([C-]1C=CC=C1)C1=CC=CC=C1.[C-]1(C=CC=C1)P(C1=CC=CC=C1)C1=CC=CC=C1.[Fe+2] 1,1'-bis(diphenylphosphino)ferrocene palladium(II)